C(=C)C1C2C3C4C=CC(C3C(C1)C2)C4 8-vinyl-tetracyclo[4.4.0.12,5.17,10]dodeca-3-ene